ClC1=NC=C(C(=N1)OC1=C(C=2C=3NC=4C[C@H](NC(C4C3CCC2C=N1)=O)C)F)COC(F)F (R)-4-[2-chloro-5-(difluoromethoxymethyl)-4-pyrimidinyloxy]-3-fluoro-14-methyl-5,13,17-triazatetracyclo[8.7.0.02,7.011,16]heptadeca-1(10),2(7),3,5,11(16)-pentaen-12-one